O[C@@H]1[C@H](OC2=CC(=CC(=C2C1=O)O)O)C1=CC(=C(C(=C1)O)O)OC (2R,3R)-3,5,7,4',5'-pentahydroxy-3'-methoxyflavanone